8-[(1R)-1-[(6-chloro-2-fluoro-3-pyridyl)amino]ethyl]-3,6-dimethyl-2-(3-pyridyl)chromen-4-one ClC1=CC=C(C(=N1)F)N[C@H](C)C=1C=C(C=C2C(C(=C(OC12)C=1C=NC=CC1)C)=O)C